5-(1H-pyrrolo[2,3-b]pyridin-4-yl)cyclohexane-1,3-dione N1C=CC=2C1=NC=CC2C2CC(CC(C2)=O)=O